N1(CCCC1)C1=C(C(=CC=C1)F)N1S(C2=C(C1)C(=CC=C2)F)(=O)=O N-(2-(pyrrolidin-1-yl)-6-fluorophenyl)-4-fluorobenzo[d]isothiazol-1,1-dioxide